N-(3-(diethylamino)propyl)-2-(2-fluoro-5-methylphenyl)benzo[d]imidazo[2,1-b]thiazole-7-carboxamide C(C)N(CCCNC(=O)C1=CC2=C(N3C(S2)=NC(=C3)C3=C(C=CC(=C3)C)F)C=C1)CC